C(C)C=1C(=C2C(=NC1C(F)(F)F)CCC2)N 3-Ethyl-2-(trifluoromethyl)-6,7-dihydro-5H-cyclopenta[b]pyridin-4-amine